ClN1NC(=CC1=O)Cl 2,5-dichloropyrazolone